4-(5-cyclopropylpyrazol-3-yl)amino-5-aminopyridine C1(CC1)C1=CC(=NN1)NC1=CC=NC=C1N